6-(1-acetyl-4-piperidyl)-4-chloro-8-methyl-pyrido[2,3-d]pyrimidin-7-one C(C)(=O)N1CCC(CC1)C1=CC2=C(N=CN=C2Cl)N(C1=O)C